1-phenylprop-2-en C1(=CC=CC=C1)CC=C